ClC=1C=CC(=C(C1)CN1N=C(C=C1)NC(C1=C(C=CC=C1F)F)=O)OCC(C)C N-[1-({5-chloro-2-[(2-methylpropyl)oxy]phenyl}methyl)-1H-pyrazol-3-yl]-2,6-difluorobenzamide